S1C=NC(=C1)CCC1=C(C=C2C=C(NC2=C1)CNC(=O)N1CCC1)OC(F)(F)F N-((6-(2-(thiazol-4-yl)ethyl)-5-(trifluoromethoxy)-1H-indol-2-yl)methyl)azetidine-1-carboxamide